CC[C@@H](C=1C=NC(=CC1)C(F)(F)F)[S@@]([O-])=NC#N [(R)-methyl(oxido){(1S)-1-[6-(trifluoromethyl)pyridin-3-yl]ethyl}-λ4-sulfanylidene]cyanamide